(1R,2R)-2-fluoro-N-[3-(5-fluoro-2,4-dimethoxypyridin-3-yl)-1-[[2-(trimethylsilyl)ethoxy]methyl]pyrrolo[2,3-b]pyridin-6-yl]cyclopropane-1-carboxamide F[C@H]1[C@H](C1)C(=O)NC1=CC=C2C(=N1)N(C=C2C=2C(=NC=C(C2OC)F)OC)COCC[Si](C)(C)C